2,4,6-tris(propane-2-yl)-1,3,5-trioxane CC(C)C1OC(OC(O1)C(C)C)C(C)C